tert-butyl 4-(4-chloro-5-((6'-methoxy-5-methyl-[3,3'-bipyridin]-6-yl)carbamoyl)-1H-pyrazol-1-yl)piperidine-1-carboxylate ClC=1C=NN(C1C(NC1=C(C=C(C=N1)C=1C=NC(=CC1)OC)C)=O)C1CCN(CC1)C(=O)OC(C)(C)C